methyl (R)-12-hydroxystearate O[C@@H](CCCCCCCCCCC(=O)OC)CCCCCC